Cl\C(=C\F)\F (E)-1-chloro-1,2-difluoroethylene